trifluoromethyl-isoquinoline tert-butyl-(1-(5-bromo-4-butyl-2-methoxyphenyl)propan-2-yl)carbamate C(C)(C)(C)N(C(O)=O)C(CC1=C(C=C(C(=C1)Br)CCCC)OC)C.FC(F)(F)C1=NC=CC2=CC=CC=C12